dysprosium (III) holmium (II) [Ho+2].[Dy+3]